ClC1=NC=C(C(=N1)NC1=C(C=CC=C1)P(C)(C)=O)C (2-((2-chloro-5-methylpyrimidin-4-yl)amino)phenyl)dimethylphosphine oxide